1-Benzyl 4-(2-hydroxyethyl)piperidine-1-carboxylate OCCC1CCN(CC1)C(=O)OCC1=CC=CC=C1